NC1=C(C(N(C(N1CC)=O)CC)=O)NC(\C=C\C=1C=NC(=CC1)OC)=O (E)-N-(6-amino-1,3-diethyl-2,4-dioxo-1,2,3,4-tetrahydropyrimidin-5-yl)-3-(6-methoxypyridin-3-yl)acrylamide